C1(=CC=CC=C1)P(C1=C2OC=3C(=CC=CC3C(C2=CC=C1)(C)C)P(C1=CC=CC=C1)C1=CC=CC=C1)C1=CC=CC=C1 [5-(diphenylphosphino)-9,9-dimethyl-9H-xanthen-4-yl](diphenyl)-phosphine